N1=NC=C(C=C1)NC(=O)C=1C(=NC=C(C1)C(F)(F)F)OC1=CC=C(C=C1)OC(F)(F)F N-pyridazin-4-yl-2-[4-(trifluorometh-oxy)phenoxy]-5-(trifluoromethyl)-pyridine-3-carboxamide